NCC1=CC(=C(C=C1)NC(=O)C1=CC2=C(OCCC3=C2SC=C3)C=C1C=1C(=NC(=CC1)C(NC13CC2(CC(CC(C1)C2)C3)CC)=O)C(=O)OC)C methyl 3-(9-((4-(aminomethyl)-2-methylphenyl)carbamoyl)-4,5-dihydrobenzo[b]thieno[2,3-d]oxepin-8-yl)-6-(((1r,3s)-3-ethyladamantan-1-yl)carbamoyl)picolinate